1-(1-dodecyl)imidazole C(CCCCCCCCCCC)N1C=NC=C1